N-(7-chloro-quinolin-8-yl)-3-iso-propylpyridine-2-sulfonamide ClC1=CC=C2C=CC=NC2=C1NS(=O)(=O)C1=NC=CC=C1C(C)C